NC=1C2=C(N=CN1)N(C(=C2C2=CC=C(C=C2)OC2=NC(=CC=C2)C)C=2C=NN(C2)C2CCN(CC2)C(\C=C\CN2CCOCC2)=O)C (E)-1-(4-(4-(4-amino-7-methyl-5-(4-((6-methylpyridin-2-yl)oxy)phenyl)-7H-pyrrolo[2,3-d]pyrimidin-6-yl)-1H-pyrazol-1-yl)piperidin-1-yl)-4-morpholinobut-2-en-1-one